ClC=1C=C(C=C(C1)Cl)C1(CC(=NO1)C1=CC=C(N1)C(=O)NCCNCC(F)(F)F)C(F)(F)F 5-[5-(3,5-dichlorophenyl)-5-trifluoromethyl-4,5-dihydroisoxazol-3-yl]-N-[(2,2,2-trifluoroethylamino)-ethyl]-1H-pyrrole-2-carboxamide